C[C@@H]1CC[C@H](N(C1)C(C(=O)NC=1C=NC(=C(C1)C(F)(F)F)C)=O)C=1C=C2CCC(NC2=CC1)=O 2-[(2S,5R)-5-methyl-2-(2-oxo-3,4-dihydro-1H-Quinolin-6-yl)-1-piperidyl]-N-[6-methyl-5-(trifluoromethyl)-3-pyridyl]-2-oxo-acetamide